ClC1=C(C=C(OCC(=O)N[C@H]2CC[C@@H](N(C2)C(=O)OC(C)(C)C)C(NC2=NC=CC(=C2)C(F)(F)F)=O)C=C1)F tert-butyl (2R,5S)-5-[2-(4-chloro-3-fluorophenoxy)acetamido]-2-{[4-(trifluoromethyl)pyridin-2-yl]carbamoyl}piperidine-1-carboxylate